C(C=C)(=O)N1C[C@@H](N(CC1)C=1C2=C(N(C(N1)=O)C=1C(=NC=CC1SC)C(C)C)N=C(C(=C2)Cl)C2=C(C(=CC=C2N)Cl)F)C 4-((S)-4-acryloyl-2-methylpiperazin-1-yl)-7-(6-amino-3-chloro-2-fluorophenyl)-6-chloro-1-(2-isopropyl-4-(methylthio)pyridin-3-yl)pyrido[2,3-d]pyrimidin-2(1H)-one